N1C(=NC2=C1C=CC=C2)C2=CC(=NN2C)NC(=O)C=2C=NC(=CC2)N2C1COCC2CC1 N-[5-(1H-benzimidazol-2-yl)-1-methyl-pyrazol-3-yl]-6-(3-oxa-8-azabicyclo[3.2.1]octan-8-yl)pyridine-3-carboxamide